N-Cyclopropyl-2-[6-[3-(difluoromethyl)-4-fluoro-phenyl]pyrazolo[4,3-b]pyridin-1-yl]acetamide C1(CC1)NC(CN1N=CC2=NC=C(C=C21)C2=CC(=C(C=C2)F)C(F)F)=O